(2-(2-fluoro-4-(pyrrolidin-2-yl)phenyl)benzo[d]imidazo[2,1-b]thiazol-7-yl)tetrahydro-2H-pyran-4-carboxamide hydrochloride Cl.FC1=C(C=CC(=C1)C1NCCC1)C=1N=C2SC3=C(N2C1)C=CC(=C3)C3OCCC(C3)C(=O)N